C(C1=CC=CC=C1)OC1=NC(=CC=C1N1C(N(C2=C1C=CC=C2Br)C)=O)OCC2=CC=CC=C2 1-(2,6-bis(benzyloxy)pyridin-3-yl)-4-bromo-3-methyl-1H-benzo[d]imidazol-2(3H)-one